COC1=CC=C(C=C1)NC(N(C)C1=CC=2OC(C(=CC2S1)C(=O)OC)=O)=O methyl 2-(3-(4-methoxyphenyl)-1-methylureido)-5-oxo-5H-thieno[3,2-b]pyran-6-carboxylate